tert-butyl (3S,4R)-3-fluoro-4-(((R)-tetrahydrofuran-3-yl)amino)piperidine-1-carboxylate F[C@H]1CN(CC[C@H]1N[C@H]1COCC1)C(=O)OC(C)(C)C